O=C1NC(CCC1N1C(C2=CC=C(C=C2C1=O)OCC(=O)N1CCC(CC1)C=CC#N)=O)=O 3-(1-(2-((2-(2,6-dioxopiperidin-3-yl)-1,3-dioxoisoindolin-5-yl)oxy)acetyl)piperidin-4-yl)acrylonitrile